C(C)(C)(C)OC(=O)N1[C@H](COCC1)CC[C@H](C(C)C)N1CC(C1)C=1C=C(C=2N(C1)C(=NC2)C)Cl (3S)-3-[(3R)-3-(3-{8-chloro-3-methylimidazo[1,5-a]pyridin-6-yl}azetidin-1-yl)-4-methylpentyl]morpholine-4-carboxylic acid tert-butyl ester